BrC1=CC2=C(C3=CC=C(C=C3C(=C2C=C1)C1=CC2=CC=CC=C2C=C1)Br)C1=CC2=CC=CC=C2C=C1 2,6-dibromo-9,10-bis(naphthalen-2-yl)anthracene